CS(=O)(=O)N1CCN(CC1)C1=C2C(=NC(=C1)NC(=O)C1CC1)NC=C2 N-(4-(4-(methylsulfonyl)piperazin-1-yl)-1H-pyrrolo[2,3-b]pyridin-6-yl)cyclopropylcarboxamide